3-benzyl-4-(difluoromethyl)-1,3-oxazepan-2-one C(C1=CC=CC=C1)N1C(OCCCC1C(F)F)=O